N-(3-(2-(2-chloropyrimidin-4-yl)acetyl)-2-fluorophenyl)-2-fluoro-6-(trifluoromethyl)benzenesulfonamide ClC1=NC=CC(=N1)CC(=O)C=1C(=C(C=CC1)NS(=O)(=O)C1=C(C=CC=C1C(F)(F)F)F)F